Tert-butyl N-(5-bromo-2-chloro-3-thienyl)carbamate BrC1=CC(=C(S1)Cl)NC(OC(C)(C)C)=O